N-(2-(methylsulfonamido)phenyl)methanesulfonamide CS(=O)(=O)NC1=C(C=CC=C1)NS(=O)(=O)C